FC(C1=CC=C(C=C1)N1C=2N(C[C@@H](C1)CNC(C=C)=O)N=CC2)(F)F |o1:12| (R)- or (S)-N-((4-(4-(trifluoromethyl)phenyl)-4,5,6,7-tetrahydropyrazolo[1,5-a]pyrimidin-6-yl)methyl)acrylamide